6-chloro-N-[5-(2,3-difluoropropyl)-4,6-dimethoxy-pyrimidin-2-yl]-7-(triazol-2-yl)-1H-indole-3-sulfonamide ClC1=CC=C2C(=CNC2=C1N1N=CC=N1)S(=O)(=O)NC1=NC(=C(C(=N1)OC)CC(CF)F)OC